ethyl 3-(4-fluorophenethyl)-1H-pyrazole-5-carboxylate FC1=CC=C(CCC2=NNC(=C2)C(=O)OCC)C=C1